ClC1=CC(=NC=C1C1CCC(CC1)(F)F)N 4-chloro-5-(4,4-difluorocyclohexyl)pyridin-2-amine